(S)-{1-[2-(6-[2-hydroxyethyl]benzo[d]isoxazol-3-yl)phenyl]-2-(pyridine-2-yl)ethyl}carbamate OCCC1=CC2=C(C(=NO2)C2=C(C=CC=C2)[C@H](CC2=NC=CC=C2)NC([O-])=O)C=C1